2,6-bis(((tert-Butyldimethylsilyl)-oxy)methyl)isonicotinic acid [Si](C)(C)(C(C)(C)C)OCC=1C=C(C(=O)O)C=C(N1)CO[Si](C)(C)C(C)(C)C